O=C1N(CCC(N1)=O)C=1C=C(C=CC1)NC(C1=CC=C(C=C1)CN[C@@H]1[C@@]2(CC[C@H](C1)C2(C)C)C)=O N-(3-(2,4-dioxotetrahydropyrimidin-1(2H)-yl)phenyl)-4-((((1R,2S,4R)-1,7,7-trimethylbicyclo[2.2.1]heptane-2-yl)amino)methyl)benzamide